N(=[N+]=[N-])[C@@H](CC1=CC=CC=C1)C=1SC=CN1 2-[(1s)-1-azido-2-phenylethyl]-1,3-thiazole